CC=1C=C(C=CC1NC)C1=CC=C(C=N1)C(=O)O 6-[3-methyl-4-(methylamino)phenyl]pyridine-3-carboxylic acid